BrC1=CN=C2N1C=C(C=C2C)C(=O)N(C)C2=CC(=NC=C2)OC 3-bromo-N-(2-methoxy-4-pyridyl)-N,8-dimethyl-imidazo[1,2-a]pyridine-6-carboxamide